tert-butyl 2-[2-[2-[2-[2-[2-(2,6-dioxo-3-piperidyl)-1,3-dioxo-isoindolin-4-yl]oxyethoxy]ethoxy]ethoxy]ethoxy]acetate O=C1NC(CCC1N1C(C2=CC=CC(=C2C1=O)OCCOCCOCCOCCOCC(=O)OC(C)(C)C)=O)=O